(p-ethyl)benzyl-sorbitol C(C)C1=CC=C(CC(O)[C@H](O)[C@@H](O)[C@H](O)[C@H](O)CO)C=C1